2-Hydroxy-3-(2-hydroxyphenyl)propanoic acid OC(C(=O)O)CC1=C(C=CC=C1)O